ClC=1C=CC2=C(NCC3=C(N2)C=CC=C3)C1 8-chloro-5,10-dihydro-11H-dibenzo[b,e][1,4]-diazepin